ClC1=CC=C(C(=N1)C1=CC=C2C=CC=NC2=C1)C=1C=NN(C1)CCC(C)C 7-{6-Chloro-3-[1-(3-methylbutyl)-1H-pyrazol-4-yl]pyridin-2-yl}chinolin